ClC=1C=CC(=C(C(=O)O)C1)NC1=C(C(=NC2=CC=C(C=C12)Cl)C)S(=O)(=O)N1CCSCC1 5-chloro-2-[(6-chloro-2-methyl-3-thiomorpholinosulfonyl-4-quinolyl)amino]benzoic acid